5-fluoro-2-((1-oxo-7-(trifluoromethylthio)-2,3-dihydro-1H-inden-4-yl)oxy)isophthalonitrile FC=1C=C(C(=C(C#N)C1)OC1=C2CCC(C2=C(C=C1)SC(F)(F)F)=O)C#N